7-bromo-5-(methylthio)benzo[d]oxazole-2-thiol BrC1=CC(=CC=2N=C(OC21)S)SC